4-(4-((2-(cyclopropylamino)-3,4-dioxocyclobut-1-en-1-yl)amino)phenoxy)-7-methoxyquinoline-6-carboxamide C1(CC1)NC1=C(C(C1=O)=O)NC1=CC=C(OC2=CC=NC3=CC(=C(C=C23)C(=O)N)OC)C=C1